[Zn+2].[O-2].[V+5] vanadium oxide zinc